BrC1=CC2=NC=C3C(=C2S1)N(C(=N3)CCCC)C(=O)OC(C)(C)C tert-butyl 7-bromo-2-butyl-1H-imidazo[4,5-d]thieno[3,2-b]pyridine-1-carboxylate